C1(CC1)C1=CC(=CC(=N1)C(=O)NC1=CC(=CC=C1)C1(COC1)[C@@H](C1=NN=CN1C)F)CN1[C@H](CN(CC1)C)C(C)C 6-cyclopropyl-N-(3-(3-((S)-fluoro(4-methyl-4H-1,2,4-triazol-3-yl)methyl)oxetan-3-yl)phenyl)-4-(((S)-2-isopropyl-4-methylpiperazin-1-yl)methyl)picolinamide